ClC1=CC=C(C(=N1)C(=O)N)N[C@H](C)C=1C=C(C=C2C(C(=C(OC12)C1CC1)C)=O)C 6-Chloro-3-[[(1R)-1-(2-cyclopropyl-3,6-dimethyl-4-oxo-chromen-8-yl)-ethyl]amino]pyridine-2-carboxamide